O[C@H]1[C@@H](COC1)NS(=O)(=O)C1=CC=C(C=C1)C N-[(trans)-4-hydroxyoxolan-3-yl]-4-methylbenzenesulfonamide